potassium trifluorovinyl-boron hydride FC(=C(F)F)B.[K]